C1(CC1)C(=O)N1CCC2=CC(=CC=C12)C=1N=C(SC1C)NC(CC1=CC(=CC=C1)OCCC(CCNC=1C=C2C(N(C(C2=CC1)=O)C1C(NC(CC1)=O)=O)=O)(C)C)=O N-(4-(1-(cyclopropanecarbonyl)indolin-5-yl)-5-methylthiazol-2-yl)-2-(3-(5-(2-(2,6-dioxopiperidin-3-yl)-1,3-dioxoisoindolin-5-ylamino)-3,3-dimethylpentyloxy)phenyl)acetamide